3-(6-(7-(4-(4-(8-(3,5-difluoro-4-(morpholinomethyl)phenyl)quinoxalin-2-yl)-1H-pyrazol-1-yl)piperidin-1-yl)-7-oxohept-1-yn-1-yl)-1-oxoisoindolin-2-yl)piperidine-2,6-dione FC=1C=C(C=C(C1CN1CCOCC1)F)C=1C=CC=C2N=CC(=NC12)C=1C=NN(C1)C1CCN(CC1)C(CCCCC#CC1=CC=C2CN(C(C2=C1)=O)C1C(NC(CC1)=O)=O)=O